(S)-6-(2,6-difluorophenyl)-1-methyl-2,5,6,7-tetrahydro-3H-pyrrolo[1,2-c]imidazole-3-thione FC1=C(C(=CC=C1)F)[C@@H]1CC=2N(C(NC2C)=S)C1